ClC=1C=C(C=CC1N1C(N(CC1)C)=O)C1=C(C(=CC(=C1)F)C=1C=C(C(=NC1)OCCOC)N1CCN(CC1)C(=O)OC(C)(C)C)O tert-butyl 4-(5-(3'-chloro-5-fluoro-2-hydroxy-4'-(3-methyl-2-oxoimidazolidin-1-yl)-[1,1'-biphenyl]-3-yl)-2-(2-methoxyethoxy)pyridin-3-yl)piperazine-1-carboxylate